FC1=C(C(=C(C(=C1[B-](C1=C(C(=C(C(=C1F)F)F)F)F)(C1=C(C(=C(C(=C1F)F)F)F)F)C1=C(C(=C(C(=C1F)F)F)F)F)F)F)F)F.C(CCCCCCCC)[NH+](C1=CC=CC=C1)CCCCCCCCC N,N-dinonylanilinium tetrakis(pentafluorophenyl)borate